ClC=1C(=CC(=NC1)NC(=O)[C@@H]1C[C@@H](CCC1)NC(OC(C)(C)C)=O)I tert-butyl ((1R,3S)-3-((5-chloro-4-iodopyridin-2-yl)carbamoyl)cyclohexyl)carbamate